COC1=C(C=C(C=C1)N1CCC(CC1)OC)S(=O)(=O)NC(=O)C1=NC2=CC=CC(=C2C=C1)C1=NC=CC=C1 N-((2-methoxy-5-(4-methoxypiperidin-1-yl)phenyl)sulfonyl)-5-(pyridin-2-yl)quinoline-2-carboxamide